tert-butyl (3R,6S)-6-((4-((2R,6S)-2,6-bis(3-methylpyridin-2-yl)piperidin-1-yl)butylamino) methyl)tetrahydro-2H-pyran-3-ylcarbamate CC=1C(=NC=CC1)[C@@H]1N([C@@H](CCC1)C1=NC=CC=C1C)CCCCNC[C@@H]1CC[C@H](CO1)NC(OC(C)(C)C)=O